OC=1C(C(=CN2C1C(N1CCC[C@@H]2CC1)=O)C(=O)NCC1=C(C=C(C=C1F)F)F)=O |r| Racemic-11-hydroxy-1,10-dioxo-N-(2,4,6-trifluorobenzyl)-1,3,4,5,6,10-hexahydro-2,6-ethanopyrido[1,2-a][1,4]diazocine-9-carboxamide